N1CCC(CC1)C1=NC2=C(N1)C=CC=C2 2-(4-piperidyl)-1H-benzimidazole